(1s,4s)-4-(7-(bromomethyl)-5-methyl-2-oxo-1,4-dihydroquinazolin-3(2H)-yl)-N-(3-methoxy-4-methylphenyl)cyclohexane-1-carboxamide BrCC1=CC(=C2CN(C(NC2=C1)=O)C1CCC(CC1)C(=O)NC1=CC(=C(C=C1)C)OC)C